(2S)-2-[(1R,3aS,3bS,7S,9aR,9bS,11aS)-7-hydroxy-9a,11a-dimethyl-1H,2H,3H,3aH,3bH,4H,6H,7H,8H,9H,9aH,9bH,10H,11H,11aH-cyclopenta[a]phenanthren-1-yl]propyl N-(2-methoxyethyl)carbamate COCCNC(OC[C@@H](C)[C@H]1CC[C@@H]2[C@@]1(CC[C@@H]1[C@]3(CC[C@@H](CC3=CC[C@@H]21)O)C)C)=O